4-(2-(oxetan-3-yl)isoindolin-5-yl)-1H-1,2,3-triazol O1CC(C1)N1CC2=CC=C(C=C2C1)C=1N=NNC1